N-((1s,3s)-3-(6-((4-(4-((4-(2-(2,6-dioxopiperidin-3-yl)-6-fluoro-1,3-dioxoisoindolin-5-yl)piperazin-1-yl)methyl)piperidin-1-yl)phenyl)amino)-9H-purin-9-yl)cyclobutyl)-2-phenylacetamide O=C1NC(CC[C@@H]1N1C(C2=CC(=C(C=C2C1=O)N1CCN(CC1)CC1CCN(CC1)C1=CC=C(C=C1)NC1=C2N=CN(C2=NC=N1)C1CC(C1)NC(CC1=CC=CC=C1)=O)F)=O)=O